C(C)N(C(=O)N)CC1=CN=CC2=CC=CC=C12 1-ethyl-1-(isoquinolin-4-ylmethyl)urea